C1(CC1)CC1=C(N=NN1C)C1=NC(=NC=C1F)NC1CCC(CC1)N (1r,4r)-N-(4-(5-(Cyclopropylmethyl)-1-methyl-1H-1,2,3-triazol-4-yl)-5-fluoropyrimidin-2-yl)cyclohexane-1,4-diamine